trifluorooctyl-trimethoxysilane FC(CCCCCCC[Si](OC)(OC)OC)(F)F